ClC1=CC=C(C=C1)C=1N=C2N(C=CC=C2)C1CN1C2CN(CC1CC2)C(=O)C2CCCC2 (8-{[2-(4-chlorophenyl)imidazo[1,2-a]pyridin-3-yl]methyl}-3,8-diazabicyclo[3.2.1]oct-3-yl)-(cyclopentyl)methanone